NC1CCN(CC1)CC(=O)N1CCC(CC1)C1=CC2=C(N(C(N2C)=O)C2C(NC(CC2)=O)=O)C=C1 3-[5-[1-[2-(4-Amino-1-piperidyl)acetyl]-4-piperidyl]-3-methyl-2-oxo-benzimidazol-1-yl]piperidine-2,6-dione